S1C(=NC2=C1C=CC=C2)N2CC1(CC2)C(NC(CC1)=O)=O 2-(Benzo[d]thiazol-2-yl)-2,7-diazaspiro[4.5]decane-6,8-dione